FC(C(=O)N)(C1=NC=C(C=C1)C)F difluoro-2-(5-methylpyridin-2-yl)acetamide